3-bromo-4-ethyl-aniline BrC=1C=C(N)C=CC1CC